C1(CCCC1)OC1=NC=CC=C1C=1C=C2C=CC(=CC2=CC1)OCC(=O)O [6-(2-Cyclopentyloxy-pyridin-3-yl)-naphthalen-2-yloxy]-acetic acid